[Br-].CN(C=1C=CC2=NC3=CC=C(C=C3[S+]=C2C1)N(C)C)C 3,7-bis(dimethylamino)-phenothiazin-5-ium bromide